(S)-Methyl 2-(2-(1-(3-chloro-5-fluoro-2-((4-methoxyphenoxy)methyl)phenyl)ethylamino)ethylamino)-2-methylpropanoate ClC=1C(=C(C=C(C1)F)[C@H](C)NCCNC(C(=O)OC)(C)C)COC1=CC=C(C=C1)OC